NCCCNC(CN=[N+]=[N-])=O N-(3-aminopropyl)-2-azidoacetamide